FC1=C(C=C(C=C1)N(C(=O)C1=CC2=C(N=CN2C=2C=NC(=CC2)NC(=O)C2=CC=NN2)C(=C1)C)C)OC N-(4-fluoro-3-methoxy-phenyl)-N,7-dimethyl-3-[6-(1H-pyrazole-5-carbonylamino)-3-pyridyl]benzimidazole-5-carboxamide